C1=CC(=CC=C1N=C(N)N)Cl N-(4-chlorophenyl)guanidine